methyl 3-bromo-4-(4-((1-(3-fluoropropyl) pyrrolidin-3-yl) methyl) phenyl)-2H-thiochromene-7-carboxylate BrC=1CSC2=CC(=CC=C2C1C1=CC=C(C=C1)CC1CN(CC1)CCCF)C(=O)OC